N-(3-methoxy-4-(6-((3-methoxypyrazin-2-yl)amino)-3-(methylamino)-1H-pyrazolo[4,3-c]pyridin-1-yl)phenyl)propane-1-sulfonamide COC=1C=C(C=CC1N1N=C(C=2C=NC(=CC21)NC2=NC=CN=C2OC)NC)NS(=O)(=O)CCC